trans-(4R,6R)-tert-butyl 2-bromo-4,6-dimethyl-6,7-dihydrothiazolo[5,4-c]pyridine-5(4H)-carboxylate BrC=1SC=2[C@H](N([C@@H](CC2N1)C)C(=O)OC(C)(C)C)C